CC1(C2=C(S(C1)(=O)=O)C=CC(=C2C)C(=O)C=2C=NN(C2O)C)C (2,3-dihydro-3,3,4-trimethyl-1,1-dioxidobenzo[b]thien-5-yl)(5-hydroxy-1-methyl-1H-pyrazol-4-yl)-methanone